C(C)(C)C1C(C(CC(C1)C(C)C)C)C 1,5-diisopropyl-2,3-dimethylcyclohexane